N,N-di(β-hydroxyethyl)aniline OCCN(C1=CC=CC=C1)CCO